1-[3-(4-Bromo-2-methyl-2H-pyrazol-3-yl)-4-methoxyphenyl]-3-naphthalen-2-yl-urea BrC1=C(N(N=C1)C)C=1C=C(C=CC1OC)NC(=O)NC1=CC2=CC=CC=C2C=C1